1,3,13-tetradecenetriol C(=CC(CCCCCCCCCC(C)O)O)O